C(C)S(=O)(=O)NC1=C(C=C(C=C1)C1=NN(C(=C1C(=O)N)NC1=NC=C(N=C1)C)COCC[Si](C)(C)C)OCC1=CC=C(C=C1)F 3-(4-(ethylsulfonamido)-3-((4-fluorobenzyl)oxy)phenyl)-5-((5-methylpyrazin-2-yl)amino)-1-((2-(trimethylsilyl)ethoxy)methyl)-1H-pyrazole-4-carboxamide